perfluoroheptyl-dimethyl-allyl-ammonium iodide [I-].FC(C(=C(F)F)F)([N+](C(F)(F)F)(C(F)(F)F)C(C(C(C(C(C(C(F)(F)F)(F)F)(F)F)(F)F)(F)F)(F)F)(F)F)F